tert-butyl 3-[(4-bromo-2-fluoro-5-methylphenyl)methylene]azetidine-1-carboxylate BrC1=CC(=C(C=C1C)C=C1CN(C1)C(=O)OC(C)(C)C)F